O[C@@H](C)[C@@H]1CC(CC(N1)(C)C)OC1=CC=C(N=N1)C1=C(C=C(C=C1)N1N=CC=C1)O 2-(6-((6S)-6-((S)-1-hydroxyethyl)-2,2-dimethylpiperidin-4-yloxy)pyridazin-3-yl)-5-(1H-pyrazol-1-yl)phenol